Tert-butyl 3-(5-(4-cyclopropylpiperazine-1-carbonyl)-7-(2-ethyl-6-methylpyridin-3-yl)-3-fluoro-1H-indol-2-yl)-5,6-dihydropyridine-1(2H)-carboxylate C1(CC1)N1CCN(CC1)C(=O)C=1C=C2C(=C(NC2=C(C1)C=1C(=NC(=CC1)C)CC)C=1CN(CCC1)C(=O)OC(C)(C)C)F